((3-(((4-methoxybenzyl)(methyl)amino)methyl)-2-methylbenzofuran-7-yl)oxy)indoline-1-carboxylic acid tert-butyl ester C(C)(C)(C)OC(=O)N1C(CC2=CC=CC=C12)OC1=CC=CC=2C(=C(OC21)C)CN(C)CC2=CC=C(C=C2)OC